C(#N)N1C[C@@H](C[C@@H]1COC)NC(=O)C=1OC(=CN1)C1=CC(=CC=C1)C(F)(F)F N-((3R,5R)-1-Cyano-5-(methoxymethyl)-pyrrolidin-3-yl)-5-(3-(trifluoromethyl)phenyl)oxazole-2-carboxamide